cyclobutan-1-ol 2,2,2-trifluoroacetate FC(C(=O)O)(F)F.C1(CCC1)O